3-chloro-5-fluoro-N-((1S)-6-(2-(4-fluorophenyl)-2-hydroxyethyl)-6-azaspiro[2.5]oct-1-yl)benzamide ClC=1C=C(C(=O)N[C@H]2CC23CCN(CC3)CC(O)C3=CC=C(C=C3)F)C=C(C1)F